CN1C(C2=C(C=CC(=C2C=N1)N(C1CC2(CNC2)C1)C)C)=O 2,8-dimethyl-5-(methyl(2-azaspiro[3.3]heptan-6-yl)amino)phthalazin-1(2H)-one